FC(COC(C=C)=O)(C(F)F)F acrylic acid 2,2,3,3-tetrafluoropropyl ester